tert-butyl 3-(4-amino-3-hydroxybut-1-yn-1-yl)azetidine-1-carboxylate NCC(C#CC1CN(C1)C(=O)OC(C)(C)C)O